C(C)P(=O)(CC)C1=C(C=CC=C1)NC1=NC(=NC=C1C(F)(F)F)NC1=CC=C(C(=O)NOC)C=C1 4-((4-((2-(diethylphosphoryl)phenyl)amino)-5-(trifluoromethyl)pyrimidin-2-yl)amino)-N-methoxybenzamide